pyridin-2-yl-5'-methoxy-6-methyl-4,4'-bipyridin-3-carboxamide N1=C(C=CC=C1)C1=NC(=CC(=C1C(=O)N)C1=CC=NC=C1OC)C